The molecule is an organic heterotricyclic compound that is the toxic principle in Laburnum seeds and is found in many members of the Fabaceae (legume, pea or bean) family. An acetylcholine agonist, it is widely used throughout Eastern Europe as an aid to giving up smoking. It has a role as a nicotinic acetylcholine receptor agonist, a phytotoxin and a plant metabolite. It is an alkaloid, an organic heterotricyclic compound, a secondary amino compound, a lactam and a bridged compound. C1[C@H]2CNC[C@@H]1C3=CC=CC(=O)N3C2